methyl 5-bromo-2-methylsulfanyl-quinazoline-8-carboxylate BrC1=C2C=NC(=NC2=C(C=C1)C(=O)OC)SC